C(=C)CC1=CC=CC=C1 vinyl-toluene